(E)-6-((2-(amino-methyl)-3-fluoro-allyl)oxy)-N-(pyridin-3-yl-methyl)benzo[d]-oxazol-2-amine NC/C(/COC1=CC2=C(N=C(O2)NCC=2C=NC=CC2)C=C1)=C\F